COC1=CC=C(CN2C=3N=C(NC(C3N=C2)=O)N2N=CC(=C2)C(=O)O)C=C1 1-(9-(4-methoxybenzyl)-6-oxo-6,9-dihydro-1H-purin-2-yl)-1H-pyrazole-4-carboxylic acid